2-((tetrahydro-2H-thiopyran-4-yl)amino)ethan-1-ol S1CCC(CC1)NCCO